(1-(2-(2-(2-(2-aminoethoxy)ethoxy)ethyl)-1H-1,2,3-triazol-4-yl)methyl)thiomorpholine NCCOCCOCCN1NC=C(N1)CN1CCSCC1